O=C(CCOCC(C)N1N=C(C2=C1C=NNC2=O)C(F)(F)F)N2CCN(CC2)C2=NC=C(C=N2)C(F)(F)F 1-(1-(3-oxo-3-(4-(5-(trifluoromethyl)pyrimidin-2-yl)piperazin-1-yl)propoxy)propan-2-yl)-3-(trifluoromethyl)-1,5-dihydro-4H-pyrazolo[3,4-d]pyridazin-4-one